FC(C(=O)O)(F)F.O=C1NC(CCC1N1C(C2=CC=CC(=C2C1)NCC=1N=CN(C1)CC(=O)O)=O)=O 2-[4-[[[2-(2,6-dioxo-3-piperidinyl)-1-oxo-isoindolin-4-yl]amino]methyl]imidazol-1-yl]acetic acid trifluoroacetate salt